FC1=C(C(=CC(=C1)OC)F)N1C(=NC(=C1)C(C)C)N 1-(2,6-difluoro-4-methoxyphenyl)-4-isopropyl-1H-imidazol-2-amine